7-fluoro-1H-quinolin FC1=CC=C2C=CCNC2=C1